ClC1=NC=CC2=C1C=CN2COCC[Si](C)(C)C 4-chloro-1-{[2-(trimethylsilyl)ethoxy]methyl}-1H-pyrrolo[3,2-c]pyridine